S(=O)(C1=CC=C(C=C1)N)(=O)[O-].[Al+3].S(=O)(C1=CC=C(C=C1)N)(=O)[O-].S(=O)(C1=CC=C(C=C1)N)(=O)[O-] aluminum sulfanilate